2-(4-bromo-2,6-difluoro-phenyl)-2-methyl-propionitrile BrC1=CC(=C(C(=C1)F)C(C#N)(C)C)F